ClC=1C=C(C=CC1N(C)C)C=1C=C(C(N(N1)C1=CC(=CC=C1)F)=O)C(=O)N[C@H](CO)C(C)C 6-[3-chloro-4-(dimethylamino)phenyl]-2-(3-fluorophenyl)-N-[(2S)-1-hydroxy-3-methylbut-2-yl]-3-oxo-2,3-dihydropyridazine-4-carboxamide